C(C)OC(CC1COCCO1)=O 3-ethylenedioxy-butyric acid ethyl ester